CC=1SC2=C(C1C(=O)NC1COCC1)C=C(C=C2)OCC=2C(=NC=CC2)C(F)(F)F 2-methyl-N-(oxolan-3-yl)-5-{[2-(trifluoromethyl)pyridin-3-yl]methoxy}-1-benzothiophene-3-carboxamide